FC(C=1C(=C(C=CC1)[C@@H](C)NC=1C2=C(N=C(N1)C)NC(C(=C2)C(=O)OCC)=O)F)F ethyl (R)-4-((1-(3-(difluoromethyl)-2-fluorophenyl)ethyl)amino)-2-methyl-7-oxo-7,8-dihydropyrido[2,3-d]pyrimidine-6-carboxylate